4-(5-(difluoromethyl)-1,3,4-thiadiazol-2-yl)-2-((2S,4R)-4-hydroxy-2-methylpiperidin-1-yl)-N-(1-methylcyclopropyl)quinazoline-6-sulfonamide FC(C1=NN=C(S1)C1=NC(=NC2=CC=C(C=C12)S(=O)(=O)NC1(CC1)C)N1[C@H](C[C@@H](CC1)O)C)F